C(#N)C1=CC(=C(CNC(=O)C2=CC=3C(=NC(=CC3)C=3C=NNC3C)N2)C=C1OCC)F N-(4-cyano-5-ethoxy-2-fluorobenzyl)-6-(5-methyl-1H-pyrazol-4-yl)-1H-pyrrolo[2,3-b]pyridine-2-carboxamide